N,N'-bis(2-hydroxypropyl)piperazine OC(CN1CCN(CC1)CC(C)O)C